COC1C[C@H]2CC(C[C@H]2C1)N[C@@H](COC1=NC(=NC(=C1)C1=C(C=CC=C1C)C)NS(=O)(=O)C=1C=C(C(=O)O)C=CC1)CC(C)C 3-[[4-[(2R)-2-[[(3aR,6aS)-5-methoxy-1,2,3,3a,4,5,6,6a-octahydropentalen-2-yl]amino]-4-methyl-pentoxy]-6-(2,6-dimethylphenyl)pyrimidin-2-yl]sulfamoyl]benzoic acid